2-bromo-4-(perfluoropropan-2-yl)-6-(trifluoromethoxy)aniline BrC1=C(N)C(=CC(=C1)C(C(F)(F)F)(C(F)(F)F)F)OC(F)(F)F